C(C)(C)C1=C(NC2=CC=C(C=C12)C1CCN(CC1)CC(=O)N(C)C)C=1C=NC=2N(C1)N=CC2 2-(4-(3-isopropyl-2-(pyrazolo[1,5-a]pyrimidin-6-yl)-1H-indol-5-yl)piperidin-1-yl)-N,N-dimethylacetamide